ethynyl-7-fluoroisoquinolin-3-amine C(#C)C1=NC(=CC2=CC=C(C=C12)F)N